rac-N-(4-amino-1H-pyrazolo[4,3-c]pyridin-7-yl)-2-((2S,5S)-2-(4-fluorophenyl)-4-methoxy-5-methylpiperidin-1-yl)-2-oxoacetamide NC1=NC=C(C2=C1C=NN2)NC(C(=O)N2[C@@H](C[C@H]([C@H](C2)C)OC)C2=CC=C(C=C2)F)=O |&1:17|